CO[C@H]1[C@H](O)[C@H](O)[C@@H](O)CO1 O-methyl-α-L-lyxose